C(CC#C)O[C@H]1CN(CCCC1)C(=O)OC(C)(C)C tert-butyl (R)-3-(but-3-yn-1-yloxy)azepane-1-carboxylate